C(CCCCCCCCC(=O)O)(=O)O.C(CCCCCCCCC)(N)N decanediamine sebacate